2-(3-((4-Fluoro-2-(trifluoromethyl)phenoxy)methyl)pyrrolidin-1-yl)-6-methylpyrimidine-4-carboxylic Acid FC1=CC(=C(OCC2CN(CC2)C2=NC(=CC(=N2)C(=O)O)C)C=C1)C(F)(F)F